C(C)OC(=O)C=1C(=CC=C2C(=C(N(C12)C)C)C(=C)C1=CC(=C(C(=C1)OC)OC)OC)OC.OC1=CC=C(C=C1)C1(C2=CC=CC=C2C=2C=CC=CC12)C1=CC=C(C=C1)OC 9-(4-hydroxyphenyl)-9-(4-methoxyphenyl)fluorene ethyl-6-methoxy-1,2-dimethyl-3-(1-(3,4,5-trimethoxyphenyl)vinyl)-1H-indole-7-carboxylate